[N+](=O)([O-])C=1C=C(C(=C(C1)[N+](=O)[O-])O)C 4,6-dinitro-2-cresol